cis-p-menth-2-ene-1,8-diol C[C@@]1(CC[C@H](C=C1)C(C)(C)O)O